C(C)OC(=O)C=1C2=C(OC1C)C(C1=CC=CC=C1C2=O)=O.COC=2C=C1C(=CNC1=C(C2)C)C(C(=O)N(C(C)C)C)=O 2-(5-methoxy-7-methyl-1H-indol-3-yl)-N-methyl-2-oxo-N-(propan-2-yl)acetamide ethyl-2-Methyl-4,9-dioxo-4,9-dihydronaphtho[2,3-b]furan-3-carboxylate